COC1=NC=C(C(=N1)OC)C=1C=C(C=2N(N1)C=CN2)[C@@H]2[C@H](C2)C2=CC=C1C=CC(=NC1=C2)OCC(F)(F)F 7-((1S,2S)-2-(6-(2,4-dimethoxypyrimidin-5-yl)imidazo[1,2-b]pyridazin-8-yl)cyclopropyl)-2-(2,2,2-trifluoroethoxy)quinoline